NC1=C(C(=NN1C(C)C)C1=CC=C(C=C1)CC(=O)NC1=NNC(=C1)C1CCCCCC1)C(=O)N 5-Amino-3-(4-(2-((5-cycloheptyl-1H-pyrazol-3-yl)amino)-2-oxoethyl)phenyl)-1-isopropyl-1H-pyrazole-4-carboxamide